N-(4-bromobenzyl)-1-ethyl-N-isopropyl-5-oxopyrrolidine-3-carboxamide BrC1=CC=C(CN(C(=O)C2CN(C(C2)=O)CC)C(C)C)C=C1